bis(2-hydroxy-5-chlorobenzyl) sulphide OC1=C(CSCC2=C(C=CC(=C2)Cl)O)C=C(C=C1)Cl